SC(CS)C1=CC(=CC=C1)S 1,2,3-trimercaptoethylbenzene